C[C@H](/C=C/[C@H](C)C(C)(C)O)[C@H]1CC[C@@H]\\2[C@@]1(CCC/C2=C\\C=C/3\\C[C@H](CCC3=C)O)C The molecule is a hydroxycalciol that is vitamin D2 in which the hydrogen at position 25 has been replaced by a hydroxy group. It has a role as a bone density conservation agent, a nutraceutical and a human xenobiotic metabolite. It is a hydroxycalciol, a seco-ergostane and a vitamin D. It derives from a vitamin D2.